(1-(6-bromo-4-(4-cyano-3-fluorophenyl)-8-fluoroquinazolin-2-yl)piperidin-4-yl)carbamic acid tert-butyl ester C(C)(C)(C)OC(NC1CCN(CC1)C1=NC2=C(C=C(C=C2C(=N1)C1=CC(=C(C=C1)C#N)F)Br)F)=O